C(C)(C)(C)C1=NC(=NO1)C1=C(C=C(C=C1F)OCCCC1CCN(CC1)C1=NC=C(C=N1)CC)F 5-(tert-butyl)-3-(4-(3-(1-(5-ethylpyrimidin-2-yl)piperidin-4-yl)propoxy)-2,6-difluorophenyl)-1,2,4-oxadiazole